C(C)(C)N(CCCCC(CC(CCCCCCCCCCCCCC\C=C/CCCCCCCC(=O)[O-])O)CCCCCCCCCCCCCCCC\C=C/CCCCCCCC(=O)[O-])C(C)C 9-(4-(Diisopropylamino)butyl)-7-hydroxyheptadecane-1,17-diyldioleate